NCC1=C(C=C(C=C1F)C=1N=C2SC3=C(N2C1)C=CC(=C3)C(=O)NCCCN3CCCCC3)F (4-(aminomethyl)-3,5-difluorophenyl)-N-(3-(piperidin-1-yl)propyl)benzo[d]imidazo[2,1-b]thiazole-7-carboxamide